tert-butyl 2-(4-cyclopropyl-2-hydroxyphenyl)-8-oxo-2,3,4,5a,6,7,8,9-octahydro-5H-1,2,5,7-tetraazabenzo[cd]azulene-5-carboxylate C1(CC1)C1=CC(=C(C=C1)N1N=C2CC(NCC3C2=C1CCN3C(=O)OC(C)(C)C)=O)O